The molecule is an organic anion obtained by selective deprotonation of the 3- and 5-hydroxy groups of malvidin; major species at pH 7.3. It is a conjugate base of a malvidin. COC1=CC(=CC(=C1[O-])OC)C2=C(C=C3C(=CC(=O)C=C3O2)O)O